1-(3-(Aminomethyl)-4-fluoropyridin-2-yl)dihydropyrimidine-2,4(1H,3H)-dione NCC=1C(=NC=CC1F)N1C(NC(CC1)=O)=O